3-amino-10-methyl-10H-phenoxazine-2-carboxylate NC=1C(=CC=2N(C3=CC=CC=C3OC2C1)C)C(=O)[O-]